N-(2-chloro-5-methoxypyrimidin-4-yl)-O-methylhydroxylamine ClC1=NC=C(C(=N1)NOC)OC